C(C)(=O)C1(C(C(=O)C=2C=C3C=4C=C(C=CC4N(C3=CC2)CC)C(C)=NO)C=CC=C1)C o-acetyl-1-[6-(2-methylbenzoyl)-9-ethyl-9H-carbazol-3-yl]ethanone oxime